hydroxyethyl-acryl-amide OCCC(C(=O)N)=C